C(C)NC1CCN(CC1)C=1C2=CN(N=C2C(=C(C1)F)C(=O)NC1=CC2=C(N=C(N2C)C)C(=C1)F)C 4-[4-(ethylamino)-1-piperidyl]-6-fluoro-N-(7-fluoro-2,3-dimethyl-benzimidazol-5-yl)-2-methyl-indazole-7-carboxamide